C(C)[C@@]12C(N(C([C@@]1(C=N[C@@]2(P([O-])(=O)[O-])C2=CC=C(C=C2)F)CC)=O)C2=CC(=C(C=C2)F)Cl)=O.C[Si](O)(CCCC)C.[Na+].[Na+] |r| Sodium dimethylbutyl-Silanol Diethyl-(1RS,3aSR,6aSR)-5-(3-chloro-4-fluorophenyl)-1-(4-fluorophenyl)-4,6-dioxo-1,3a,4,5,6,6a-hexahydropyrrolo[3,4-c]pyrrole-1-phosphonate